(1-methyl-3'-oxo-3'H-spiro[azetidine-3,1'-isobenzofuran]-6'-yl)boronic acid CN1CC2(OC(C3=CC=C(C=C23)B(O)O)=O)C1